tert-butyl (6aR)-4-chloro-3-(2-fluoro-6-hydroxyphenyl)-1-((2-isopropyl-4-methylpyridin-3-yl)amino)-6a,7,9,10-tetrahydro-12H-pyrazino[2,1-c]pyrido[3,4-f][1,4]oxazepine-8(6H)-carboxylate ClC1=C(N=C(C=2CN3[C@@H](COC21)CN(CC3)C(=O)OC(C)(C)C)NC=3C(=NC=CC3C)C(C)C)C3=C(C=CC=C3O)F